C1(=CC=CC=C1)S(=O)(=O)N[C@@H]1[C@H]([C@@H]2CC[C@H]1C2)C\C=C/CCCC(=O)O (Z)-7-[(1R,2S,3S,4S)-3-(benzenesulfonamido)-2-bicyclo[2.2.1]heptanyl]hept-5-enoic acid